C1(=CC=CC=C1)C1=NC2=CC=C(C=C2C=C1)NC(C(C)(C)C)=O N-(2-phenylquinoline-6-yl)pivalamide